NC=1C=C(C(=O)OC)C(=CN1)SC1=CC(=CC=C1)Br methyl 2-amino-5-[(3-bromophenyl)sulfanyl]isonicotinate